C1(=CC=CC=C1)CCCOS(=O)(=O)[O-] 3-phenyl-n-propylsulfate